C(#C)C=1C=C(C=CC1)NC(=O)NC1=CC(=CC=C1)C(F)(F)F 1-(3-ethynylphenyl)-3-(3-(trifluoromethyl)phenyl)urea